Cl.N[C@H](C(=O)OCC1=CC(=NC(=C1)Cl)Cl)CC1=CC(NC=C1)=O (2,6-dichloropyridin-4-yl)methyl (S)-2-amino-3-(2-oxo-1,2-dihydropyridin-4-yl)propanoate hydrochloride